6,7-dihydro-1H-pyrrolo[2,3-c]pyridine-3-carboxylate N1C=C(C2=C1CNC=C2)C(=O)[O-]